(R)-N'-((4-fluoro-2,6-diisopropylphenyl)carbamoyl)-4-(2-hydroxypropan-2-yl)-5-methylfuran-2-sulfonimidamide FC1=CC(=C(C(=C1)C(C)C)NC(=O)N=[S@](=O)(N)C=1OC(=C(C1)C(C)(C)O)C)C(C)C